NC1=NN=C(S1)C1(CC1)C(=O)OC methyl 1-(5-amino-1,3,4-thiadiazol-2-yl)cyclopropane-1-carboxylate